3-(8-fluoro-7-(hydroxymethyl)-2-methylquinolin-3-yl)piperidine-2,6-dione FC=1C(=CC=C2C=C(C(=NC12)C)C1C(NC(CC1)=O)=O)CO